FC1=CC(=C(N)C=C1N1CCN(CC1)C)OC 4-Fluoro-2-methoxy-5-(4-methylpiperazin-1-yl)aniline